2-[4-[7-chloro-2-(2,5-dimethylpyrrol-1-yl)-1-methyl-benzoimidazol-4-yl]-2-methyl-pyrazol-3-yl]-3-fluoro-naphthalene-1-carbonitrile ClC1=CC=C(C2=C1N(C(=N2)N2C(=CC=C2C)C)C)C2=C(N(N=C2)C)C2=C(C1=CC=CC=C1C=C2F)C#N